FC1=CC=C(C=C1)NC(=N)NC[C@@]1(CN(CC1)C(C)(C)C=1C=NC(=CC1)C)CCC=1SC(=CC1)F |o1:12| (R or S)-1-(4-fluorophenyl)-3-((3-(2-(5-fluoro-thiophen-2-yl)ethyl)-1-(2-(6-methylpyridin-3-yl)propan-2-yl)pyrrolidin-3-yl)methyl)guanidine